FC1=CC=C2C=CC=C(C2=C1)O 7-fluoronaphthol